3-bromo-1-(4-fluorophenyl)-6-methylpyrazin-2(1H)-one BrC=1C(N(C(=CN1)C)C1=CC=C(C=C1)F)=O